N[C@@H](C)C=1C=C(C=CC1)C=1C=CC2=C(C(=CO2)COC2=C(C=CC=C2)CC(=O)O)C1 (S)-2-(2-((5-(3-(1-aminoethyl)phenyl)benzofuran-3-yl)methoxy)phenyl)acetic acid